7-chloro-1,2,3,4-tetrahydro-2,6-naphthyridine hydrochloride Cl.ClC1=NC=C2CCNCC2=C1